ClC=1N(N=C2C1N(C(NC2=O)=O)C)C2OCCCC2 3-chloro-4-methyl-2-(tetrahydro-2H-pyran-2-yl)-2,4-dihydro-5H-pyrazolo[4,3-d]pyrimidine-5,7(6H)-dione